3-bromo-2-(4-fluorophenyl)-4,5,6,7-tetrahydroindazole BrC=1N(N=C2CCCCC12)C1=CC=C(C=C1)F